Ethyl 4-(4-(cyclobutylmethyl)-2-oxopiperazin-1-yl)benzoate C1(CCC1)CN1CC(N(CC1)C1=CC=C(C(=O)OCC)C=C1)=O